(S)-5,6-dichloro-1'-(4-fluoropiperidine-4-carbonyl)spiro[indoline-3,3'-pyrrolidin]-2-one ClC=1C=C2C(=CC1Cl)NC([C@]21CN(CC1)C(=O)C1(CCNCC1)F)=O